[Mg].C1(=CC=CC=C1)[C@@H](CCC1=C(C=CC=C1)Cl)O (R)-1-phenyl-3-(o-chlorophenyl)propan-1-ol Magnesium